C1CN=C(N1)NC2=C(C3=NC=CN=C3C=C2)Br The molecule is a quinoxaline derivative, a secondary amine and a member of imidazoles. It has a role as an adrenergic agonist, an antihypertensive agent and an alpha-adrenergic agonist.